(S)-3-((7H-purin-6-yl)amino)-1-benzyl-pyrrolidine-2,5-dione N1=CN=C2N=CNC2=C1N[C@@H]1C(N(C(C1)=O)CC1=CC=CC=C1)=O